N-(4-((2R)-3-(3-(3-chlorophenyl)pyrrolidin-1-yl)-2-hydroxypropoxy)phenyl)-N-methylmethanesulfonamide ClC=1C=C(C=CC1)C1CN(CC1)C[C@H](COC1=CC=C(C=C1)N(S(=O)(=O)C)C)O